ClC=1C(=NC=NC1CC)NCCOC1=C(C(=C(C=C1)CCOCC)C)C 5-Chloro-N-{2-[4-(2-ethoxyethyl)-2,3-dimethylphenoxy]ethyl}-6-ethylpyrimidin-4-amine